C(C)(C)(C)C1=CC=C(C=C1)N1C(=NC2=C1C1=CC=C(C=C1C=1C=C(C=CC12)C1=CC=NC=C1)C1=CC=NC=C1)C1=CC=C(C=C1)C(C)(C)C 1,2-bis[4-(tert-butyl)phenyl]-6,9-bis(pyridin-4-yl)-1H-phenanthro[9,10-d]imidazole